(S)-1-(2,3-dihydro-1H-inden-5-yl)ethylamine hydrochloride Cl.C1CCC2=CC(=CC=C12)[C@H](C)N